FMOC-Phenylalanin C(=O)(OCC1C2=CC=CC=C2C2=CC=CC=C12)N[C@@H](CC1=CC=CC=C1)C(=O)O